N-(4-fluorophenyl)-2-((4-((4-hydroxybenzylidene)amino)-5-(phenoxymethyl)-4H-1,2,4-triazol-3-yl)thio)acetamide FC1=CC=C(C=C1)NC(CSC1=NN=C(N1N=CC1=CC=C(C=C1)O)COC1=CC=CC=C1)=O